Tertbutyl (R,S)-(1-(benzylamino)-1-oxopropan-2-yl)carbamate C(C1=CC=CC=C1)NC([C@@H](C)NC(OC(C)(C)C)=O)=O